3-((1S,4S,5S)-5-((7-((5-methyl-1H-pyrazol-3-yl)amino)-1,6-naphthyridin-5-yl)amino)-2-azabicyclo[2.2.2]oct-2-yl)propionitrile CC1=CC(=NN1)NC1=NC(=C2C=CC=NC2=C1)N[C@@H]1[C@@H]2CN([C@H](C1)CC2)CCC#N